(3,4-dihydroxyphenyl)-1'-methyl-3'-(4-nitrobenzoyl)spiro[indoline-3,2'-pyrrolidin]-2-one OC=1C=C(C=CC1O)C1(C2(N(CC1)C)C(NC1=CC=CC=C12)=O)C(C1=CC=C(C=C1)[N+](=O)[O-])=O